4-n-propyl-4-phenyl-1,3-benzoxazin-2(4H)-one C(CC)C1(NC(OC2=C1C=CC=C2)=O)C2=CC=CC=C2